FC1=NN(C=C1B1OC(C(O1)(C)C)(C)C)C 3-Fluoro-1-methyl-4-(4,4,5,5-tetramethyl-1,3,2-dioxaborolan-2-yl)pyrazole